1-[2,4-dichloro-5-[(4-cyano-3-fluoro-phenyl)methoxy]phenyl]-3-[(1S)-1-(2-pyrimidin-2-yl-1,2,4-triazol-3-yl)ethyl]urea ClC1=C(C=C(C(=C1)Cl)OCC1=CC(=C(C=C1)C#N)F)NC(=O)N[C@@H](C)C=1N(N=CN1)C1=NC=CC=N1